(S)-5-(2,5-difluorophenyl)-N-(4-methyl-5-oxo-5,6,7,8-tetrahydro-4H-pyrazolo[1,5-a][1,3]diazepin-6-yl)-[1,2,4]triazolo[1,5-a]pyridine-2-carboxamide FC1=C(C=C(C=C1)F)C1=CC=CC=2N1N=C(N2)C(=O)N[C@@H]2C(N(C=1N(CC2)N=CC1)C)=O